N-(5-chloro-6-(2H-1,2,3-triazol-2-yl)pyridin-3-yl)-1-(1-oxoisoindolin-4-yl)-5-(trifluoromethyl)-1H-pyrazole-4-carboxamide ClC=1C=C(C=NC1N1N=CC=N1)NC(=O)C=1C=NN(C1C(F)(F)F)C1=C2CNC(C2=CC=C1)=O